2-[4,6-bis(trifluoromethyl)pyrimidin-2-yl]-6-chloro-1-(2-methylpropyl)-2,3,4,9-tetrahydro-1H-pyrido[3,4-b]indole FC(C1=NC(=NC(=C1)C(F)(F)F)N1C(C=2NC3=CC=C(C=C3C2CC1)Cl)CC(C)C)(F)F